FC(C1CN(C1)C1=NC=CC=C1)F 2-(3-(difluoromethyl)azetidin-1-yl)pyridin